(9H-fluoren-9-yl)methyl N-[(1S)-1-(dimethylcarbamoyl)pentyl]carbamate CN(C(=O)[C@H](CCCC)NC(OCC1C2=CC=CC=C2C=2C=CC=CC12)=O)C